C(C=C)(=O)OCC1=CC(OC)C(O)(C(OC)=C1)C(C)(C)C 4-(t-butyl)-syringyl acrylate